2-(4-((5,6-dimethoxypyridin-2-yl)methyl)-2-(2-isopropylphenyl)piperazin-1-yl)-7-azaspiro[3.5]nonane COC=1C=CC(=NC1OC)CN1CC(N(CC1)C1CC2(C1)CCNCC2)C2=C(C=CC=C2)C(C)C